CNC=1N=C(C(=NC1C=1C2=C(C=NC1)N(C=N2)C)C(=O)OC)NC=2C=NN(C2)C2CCN(CC2)C Methyl 5-(methylamino)-6-(3-methylimidazo[4,5-c]pyridin-7-yl)-3-[[1-(1-methyl-4-piperidyl)pyrazol-4-yl]amino]pyrazine-2-carboxylate